tert-Butyl (3R)-3-[3-(2-chloro-6-methyl-4-pyridyl)-2-(3-cyanophenyl)pyrazolo[1,5-a]pyrimidin-5-yl]oxypyrrolidine-1-carboxylate ClC1=NC(=CC(=C1)C=1C(=NN2C1N=C(C=C2)O[C@H]2CN(CC2)C(=O)OC(C)(C)C)C2=CC(=CC=C2)C#N)C